Barium ortho-Silicate [Si]([O-])([O-])([O-])[O-].[Ba+2].[Ba+2]